(S)-(4-(5-fluorobenzo[d]oxazol-2-yl)-6,7-dihydro-1H-imidazo[4,5-c]pyridin-5(4H)-yl)(4-(fluoromethyl)-2-(2-hydroxypropan-2-yl)oxazol-5-yl)methanone FC=1C=CC2=C(N=C(O2)[C@H]2N(CCC3=C2N=CN3)C(=O)C3=C(N=C(O3)C(C)(C)O)CF)C1